5,5-diphenyl-2-isoxazoline-3-carboxylic acid n-propyl ester C(CC)OC(=O)C1=NOC(C1)(C1=CC=CC=C1)C1=CC=CC=C1